N1=C(N=CC=C1)C=1C=CC=CC1 3-(pyrimidin-2-yl)benzene